2-Methyl-5-{2-[methyl-(2,2,6,6-tetramethylpiperidin-4-yl)amino][1,3]thiazolo[5,4-b]pyridin-5-yl}-2H-indazol-7-carbonitril CN1N=C2C(=CC(=CC2=C1)C1=CC=C2C(=N1)SC(=N2)N(C2CC(NC(C2)(C)C)(C)C)C)C#N